CN(C)C=1N=C2C(=NC1)NC(=CC2=O)CC (dimethylamino)-6-ethyl-8-oxo-5H,8H-pyrido[2,3-b]pyrazin